5-bromo-1-(difluoromethyl)-1H-indazole BrC=1C=C2C=NN(C2=CC1)C(F)F